N,N'-disilylsilanediamine [SiH3]N[SiH2]N[SiH3]